N[C@@H]1CN(C[C@H]1O)C1=CC(=C(C=C1)C1=NN2C(N=C(C=C2C2CC2)C(=O)N2[C@@H](C3=CC=CC=C3[C@H](C2)F)C)=C1)F (2-(4-((3R,4R)-3-amino-4-hydroxypyrrolidin-1-yl)-2-fluorophenyl)-7-cyclopropylpyrazolo[1,5-a]pyrimidin-5-yl)((1R,4R)-4-fluoro-1-methyl-3,4-dihydroisoquinolin-2(1H)-yl)methanone